SP(=O)=C(O)C[N+](C)(C)C Sulfhydryl-phosphorylcholine